FC1=CC=C(C=C1)N1N=C(N=C1C1=CC=C(C=C1)C(C)C)CC1OC2(OCC1)CCNCC2 ((1-(4-fluorophenyl)-5-(4-isopropylphenyl)-1H-1,2,4-triazol-3-yl)methyl)-1,5-dioxa-9-azaspiro[5.5]undecane